FC(C1=CC=C(C=C1)N1C[C@H](NC2=CC=CC=C12)CNC(C=C)=O)(F)F (R)-N-((4-(4-(trifluoromethyl)phenyl)-1,2,3,4-tetrahydroquinoxalin-2-yl)methyl)acrylamide